ClC1=C(C=CC=C1F)[C@@H]1N=C(NC(=C1C(=O)OC)CN1[C@H]2C[C@H](C[C@@H]1C(C2)(F)F)CC(=O)O)C=2SC=CN2 2-[(1S,3R,5R)-8-[[(4R)-4-(2-chloro-3-fluorophenyl)-5-methoxycarbonyl-2-thiazol-2-yl-1,4-dihydropyrimidin-6-yl]methyl]-6,6-difluoro-8-azabicyclo[3.2.1]octan-3-yl]acetic acid